ClC=1C=C(C=CC1)NC(C1=CC(=NC=C1)N1C=NN=C1)=O N-(3-chlorophenyl)-2-(4H-1,2,4-triazol-4-yl)isonicotinamide